ClC1=CC=C(C(=N1)C1=C(C=NC=C1)F)NC(C)C=1C=2C3=C(N(C(C2C=C(C1)C)=O)C)N(N=C3)CC3CCNCC3 9-(1-((6-chloro-3'-fluoro-[2,4'-bipyridyl]-3-yl)amino)ethyl)-4,7-dimethyl-3-(piperidin-4-ylmethyl)-3,4-dihydro-5H-pyrazolo[3,4-c]isoquinolin-5-one